(±)-1-(6-{[1-(cyclopropylmethyl)-3-(4-fluorophenyl)-4-methyl-1H-pyrazol-5-yl]amino}pyrimidin-4-yl)-3,5-dimethyl-1H-pyrazole-4-carbaldehyde C1(CC1)CN1N=C(C(=C1NC1=CC(=NC=N1)N1N=C(C(=C1C)C=O)C)C)C1=CC=C(C=C1)F